ClC=1C=C(C=NC1)[C@@H]1[C@H](C1)C(=O)NC1=NC=CC(=C1)NCC=1N=C2N(C=C(C=C2)C2CC2)C1 |r| rac-(1S*,2S*)-2-(5-chloropyridin-3-yl)-N-(4-(((6-cyclopropylimidazo[1,2-a]pyridin-2-yl)methyl)amino)pyridin-2-yl)cyclopropane-1-carboxamide